COC1=C(C(=CC=C1)OCC1=CC=C(C=C1)OC)C(C)=O 1-(2-Methoxy-6-((4-methoxybenzyl)oxy)phenyl)ethan-1-one